C(C)(C)(C)OC(=O)N1C2(CNC(C1)C2)C=2C=NC(=C(C2)Cl)C#N (5-chloro-6-cyanopyridin-3-yl)-2,5-diazabicyclo[2.2.1]heptane-2-carboxylic acid tert-butyl ester